FC1=C(C=CC=C1NS(NCCOC)(=O)=O)CC=1C(OC2=CC(=CC=C2C1C)OC1=NC=CC=C1F)=O [[2-fluoro-3-(2-methoxyethylsulfamoylamino)phenyl]methyl]-7-[(3-fluoro-2-pyridyl)oxy]-4-methyl-chromen-2-one